[N+](=O)([O-])C1=C(COC(=O)N2CCN(CC2)C(=O)OCC2=C(C=CC=C2)[N+](=O)[O-])C=CC=C1 N,N'-bis[(2-nitrobenzyloxy)carbonyl]piperazine